(1R,2R)-1-(2-cyano-4-fluorophenyl)-1-(1,3-dimethyl-1H-pyrazol-4-yl)propan C(#N)C1=C(C=CC(=C1)F)[C@@H](CC)C=1C(=NN(C1)C)C